N-(8-Chloro-3-oxo-3,4-dihydro-2H-benzo[b][1,4]oxazin-6-yl)-1-(isochinolin-4-yl)-5-(trifluoromethyl)-1H-pyrazol-4-carboxamid ClC1=CC(=CC2=C1OCC(N2)=O)NC(=O)C=2C=NN(C2C(F)(F)F)C2=CN=CC1=CC=CC=C21